N1-(4-chlorophenyl)-N1,2,5-trimethylbenzene-1,4-diamine ClC1=CC=C(C=C1)N(C1=C(C=C(C(=C1)C)N)C)C